N,N,6-trimethylquinazolin-4-amine CN(C1=NC=NC2=CC=C(C=C12)C)C